1-Myristoyl-2-oleoyl-sn-glycero-3-phosphocholine C(CCCCCCCCCCCCC)(=O)OC[C@@H](OC(CCCCCCC\C=C/CCCCCCCC)=O)COP(=O)([O-])OCC[N+](C)(C)C